COC1=CC=C(C=CC(=O)OC2=C(C=CC=C2)C)C=C1 2-methylphenyl p-methoxycinnamate